1-methyl-3-Butylimidazolium iodine [I+].CN1C=[N+](C=C1)CCCC